3-isopropyl-1H-indazol-5-amine C(C)(C)C1=NNC2=CC=C(C=C12)N